4-amino-1,1,1-trifluorobutan-2-ol NCCC(C(F)(F)F)O